(E)-2-methyl-3-(6-nitro-1H-indol-3-yl)-1-(3,4,5-trimethoxyphenyl)prop-2-en-1-one C/C(/C(=O)C1=CC(=C(C(=C1)OC)OC)OC)=C\C1=CNC2=CC(=CC=C12)[N+](=O)[O-]